3-Ethyl-5-[2-(quinoline-8-sulfonylamino)-phenylethynyl]-pyridine-2-carboxylic acid C(C)C=1C(=NC=C(C1)C#CC1=C(C=CC=C1)NS(=O)(=O)C=1C=CC=C2C=CC=NC12)C(=O)O